COC(=O)N1C[C@H](CCC1)C(=O)O (S)-1-(methoxycarbonyl)piperidine-3-carboxylic acid